6-[3-(5-chloro-2-methoxypyridine-3-sulfonamido)-2,6-difluorophenyl]-5-fluoro-N-methylimidazo[1,5-a]pyridine-1-carboxamide ClC=1C=C(C(=NC1)OC)S(=O)(=O)NC=1C(=C(C(=CC1)F)C=1C=CC=2N(C1F)C=NC2C(=O)NC)F